C(#N)C1=NC2=CC(=CC(=C2N=C1N1CCN(CC1)C1CC1)[C@@H](C)NC1=C(C(=O)O)C=CC=C1)C (R)-2-((1-(2-cyano-3-(4-cycloprop-ylpiperazin-1-yl)-7-methylquinoxalin-5-yl)ethyl)amino)benzoic acid